chloro-4-(2,5-difluoro-4-nitrophenoxy)pyridine ClC1=NC=CC(=C1)OC1=C(C=C(C(=C1)F)[N+](=O)[O-])F